[N-](S(=O)(=O)C(F)(F)F)S(=O)(=O)C(F)(F)F.OCC[N+](CCCCCCCC)(C)CCO bis(2-hydroxyethyl)-methyl-octylammonium bis(trifluoromethanesulfonyl)imide